acryl-trichlorosilane C(=O)(C=C)[Si](Cl)(Cl)Cl